NC1=NC=CC=C1S(=O)(=O)NC(=O)C=1C(=NC(=CC1)C1=CC(=C(C=C1)F)F)N1C(C[C@@H](C1)C)(C)C N-[(2-Amino-3-pyridyl)sulfonyl]-6-(3,4-difluorophenyl)-2-[(4S)-2,2,4-trimethylpyrrolidin-1-yl]pyridin-3-carboxamid